COC1=C(C=C(C=C1)N(C1=NC(=NC2=CC=CC=C12)C)C)C(C(=O)O)C(C)C 2-(2-Methoxy-5-(methyl-(2-methylquinazolin-4-yl)amino)phenyl)-3-methylbutanoic acid